tert-butyl (S)-(2-((tert-butyldimethylsilyl)oxy)propyl)(2-methoxy-4-(4,4,5,5-tetramethyl-1,3,2-dioxaborolan-2-yl)benzyl)carbamate [Si](C)(C)(C(C)(C)C)O[C@H](CN(C(OC(C)(C)C)=O)CC1=C(C=C(C=C1)B1OC(C(O1)(C)C)(C)C)OC)C